(S)-18-((2S,4R)-4-hydroxy-2-((4-(4-methylthiazol-5-yl)benzyl)carbamoyl)pyrrolidine-1-carbonyl)-19,19-dimethyl-16-oxo-4,7,10,13-tetraoxa-17-azaeicosanoic acid O[C@@H]1C[C@H](N(C1)C(=O)[C@@H](NC(CCOCCOCCOCCOCCC(=O)O)=O)C(C)(C)C)C(NCC1=CC=C(C=C1)C1=C(N=CS1)C)=O